ClC=1C(=CC=C2N=CC(=NC12)C=1C=NN(C1)C1C2CN(C(C1)C2)C(C)C)OC=2C=CC1=C(NC(=N1)C)C2 8-Chloro-2-(1-(2-isopropyl-2-azabicyclo[2.2.1]heptan-5-yl)-1H-pyrazol-4-yl)-7-((2-methyl-1H-benzo[d]imidazol-6-yl)oxy)quinoxaline